methyl (2S,4R)-1-((R)-2-(2-naphthamido)-3-cyclohexylpropanoyl)-4-azidopyrrolidine-2-carboxylate C1=C(C=CC2=CC=CC=C12)C(=O)N[C@@H](C(=O)N1[C@@H](C[C@H](C1)N=[N+]=[N-])C(=O)OC)CC1CCCCC1